C(C)(C)NC(O[C@H]1C[C@H](CC1)C=1NN=C(C1)NC(COC1=C(C(=C(C=C1)F)OCC1=CC=CC=C1)C=O)=O)=O (1R,3S)-3-(5-{2-[3-(benzyloxy)-4-fluoro-2-formylphenoxy]acetamido}-2H-pyrazol-3-yl)cyclopentyl N-isopropylcarbamate